2-([1,1'-biphenyl]-3-yl)propionic acid C1(=CC(=CC=C1)C(C(=O)O)C)C1=CC=CC=C1